4,5-di(4-aminophenoxy)phthalonitrile NC1=CC=C(OC=2C=C(C(C#N)=CC2OC2=CC=C(C=C2)N)C#N)C=C1